FC1(CC(C1)C(=O)C(C#N)C(C)(C)C)F 2-(3,3-difluorocyclobutane-1-carbonyl)-3,3-dimethylbutanenitrile